(R)-1-azido-3-(4-((4-(((S)-2,2-dimethyl-1,3-dioxolan-4-yl)methoxy)-3-methylphenyl)ethynyl)-2-methylphenoxy)propan-2-ol N(=[N+]=[N-])C[C@H](COC1=C(C=C(C=C1)C#CC1=CC(=C(C=C1)OC[C@@H]1OC(OC1)(C)C)C)C)O